C1(=CC=CC2=CC=CC=C12)N1CCCCC1 1-(1-naphthalenyl)piperidine